(1R,2S,5S)-N-[(1S)-1-cyano-2-[(3S)-2-oxopyrrolidin-3-yl]ethyl]-6,6-dimethyl-3-[(2S)-2-(methylamino)propanoyl]-3-azabicyclo[3.1.0]hexane-2-carboxamide C(#N)[C@H](C[C@H]1C(NCC1)=O)NC(=O)[C@@H]1[C@H]2C([C@H]2CN1C([C@H](C)NC)=O)(C)C